ferrocenyl-formyl-3-p-methoxyphenyl-4-amino-5-mercapto-1,2,4-triazole [C-]1(C=CC=C1)C=1C(=C(C=CC1OC)C1=NN=C(N1N)S)C=O.[CH-]1C=CC=C1.[Fe+2]